2-ethoxyethyl methacrylate C(C(=C)C)(=O)OCCOCC